Cinnamic Acid Sodium Salt [Na+].C(C=CC1=CC=CC=C1)(=O)[O-]